COC1=CC(=C(C=C1NC1=NC=NC(=C1)N1OCC[C@@H]1C1=CC(=CC=C1)OC1=CC=CC=C1)NC(C=C)=O)N1CCN(CC1)C1COC1 (R)-N-(4-methoxy-2-(4-(oxetan-3-yl)piperazin-1-yl)-5-((6-(3-(3-phenoxyphenyl)isoxazolidin-2-yl)pyrimidin-4-yl)amino)-phenyl)acrylamide